ClC=1C=CC(=C(COC2=NC=CC=C2I)C1)F 2-((5-chloro-2-fluorobenzyl)oxy)-3-iodopyridine